2,2-dimethyloxy-2-phenylacetophenone COC(C(=O)C1=CC=CC=C1)(C1=CC=CC=C1)OC